N1,N6-bis(4-aminophenylethyl)-N1,N6-bis(tert-butoxycarbonyl)adipamide NC1=CC=C(C=C1)CCN(C(CCCCC(=O)N(C(=O)OC(C)(C)C)CCC1=CC=C(C=C1)N)=O)C(=O)OC(C)(C)C